ClC1=C(C(=C(C=C1OC)OC)Cl)C1=NC(=C2C=C(N=CC2=C1)N[C@H]1[C@H](COC1)NC(C=C)=O)N1CC(C1)C(F)(F)F N-((3R,4S)-4-((7-(2,6-dichloro-3,5-dimethoxyphenyl)-5-(3-(trifluoromethyl)azetidin-1-yl)-2,6-naphthyridin-3-yl)amino)tetrahydrofuran-3-yl)acrylamide